5,5-dichloro-4'-methoxy-1,1'-biphenyl ClC1(CC=CC(=C1)C1=CC=C(C=C1)OC)Cl